CN(C(O)=O)CC.C(N)(OC(C(Cl)(Cl)Cl)(C)C)=O 1,1-dimethyl-2,2,2-trichloroethyl carbamate methylethyl-carbamate